N=1N=C(N2C1C=CC=C2)C=O [1,2,4]triazolo[4,3-a]pyridine-3-carbaldehyde